4-chloro-7-(1-(1-methylpiperidin-4-yl)-1H-pyrazol-4-yl)quinazoline ClC1=NC=NC2=CC(=CC=C12)C=1C=NN(C1)C1CCN(CC1)C